6-(1,3-benzoxazol-2-yl)-2-{[(4-bromophenyl)(phenyl)methyl]amino}-5-methoxy-3-methylpyrimidin-4-one O1C(=NC2=C1C=CC=C2)C2=C(C(N(C(=N2)NC(C2=CC=CC=C2)C2=CC=C(C=C2)Br)C)=O)OC